CN(C)CC1=CC(=C(S1)S(=O)(N)=NC(NC1=C2C(=NC3=C1CCC3)[C@@H](CC2)C)=O)F 5-((Dimethylamino)methyl)-3-fluoro-N'-(((R)-3-methyl-1,2,3,5,6,7-hexahydrodicyclopenta[b,e]pyridin-8-yl)carbamoyl)thiophene-2-sulfonimidamide